Di(tert-butyl)(fluoro)(1-{1-[(p-methoxyphenyl)methyl]-3-azetidinyl}-1H-1,7-diazainden-2-yl)silane 2-(methacryloyloxy)ethylphosphate C(C(=C)C)(=O)OCCOP(=O)(O)O.C(C)(C)(C)[Si](C=1N(C2=NC=CC=C2C1)C1CN(C1)CC1=CC=C(C=C1)OC)(F)C(C)(C)C